[4-(3-pyridyl)phenyl]boronic acid N1=CC(=CC=C1)C1=CC=C(C=C1)B(O)O